4-[[(2S)-1,4-dioxan-2-ylmethyl]amino]-3-nitrobenzenesulfonamide O1[C@H](COCC1)CNC1=C(C=C(C=C1)S(=O)(=O)N)[N+](=O)[O-]